CCCCCCCCCCCCCCCCCC(=O)OCC(COP(=O)([O-])OCC[NH3+])OC(=O)CCCCCCCCCCCCCCCCC The molecule is a phosphatidylethanolamine zwitterion obtained by transfer of a proton from the phosphate to the amino group of 1,2-distearoylphosphatidylethanolamine. It has a role as a human metabolite. It is a tautomer of a 1,2-distearoylphosphatidylethanolamine.